methyl 4-chloro-3H-imidazo[4,5-c]pyridine-6-carboxylate ClC1=NC(=CC2=C1NC=N2)C(=O)OC